2-hydroxy-3-butanone OC(C)C(C)=O